CNC1=NC=CC2=C1C(=NN2CC2=CC=C(C=C2)OC)CCC(=O)OC methyl 3-(4-(methylamino)-1-(4-methoxybenzyl)-1H-pyrazolo[4,3-c]pyridin-3-yl)propanoate